C(C)(C)N1C[C@H](CC1)C1OC(C(C(C(CC(CC(CN(C1)C)C)(C)OC)C)=O)(C)C)=O ((S)-1-isopropylpyrrolidin-3-yl)-8-methoxy-4,6,8,10,12,12-hexamethyl-1-oxa-4-azacyclotridecane-11,13-dione